C(C1=CC=CC=C1)N1CC(=C(C2=CC=CC=C12)OCC1=CC=CC=C1)Br 1-benzyl-4-benzyloxy-3-bromoquinolin